2-oxo-phenyl-acetic acid O=C1C(C=CC=C1)CC(=O)O